(S)-(2-(4-(4-fluoropyrazolo[1,5-a]pyridin-2-yl)-1,4,6,7-tetrahydro-5H-imidazo[4,5-c]pyridin-5-yl)pyrimidin-5-yl)(phenyl)methanone FC=1C=2N(C=CC1)N=C(C2)[C@H]2N(CCC1=C2N=CN1)C1=NC=C(C=N1)C(=O)C1=CC=CC=C1